FC=1C=CC(=C(C1)[C@@H]1N(CCC1)C=1C=CC=2N(N1)C(=CN2)C(=O)N[C@@H]2CN(CC2)CC2=CC(=C(C=C2)F)O)SC 6-[(2R)-2-[5-fluoro-2-(methylsulfanyl)phenyl]pyrrolidin-1-yl]-N-[(3S)-1-[(4-fluoro-3-hydroxyphenyl)methyl]pyrrolidin-3-yl]imidazo[1,2-b]pyridazine-3-carboxamide